(1-(1H-indol-3-yl)hexane-2-yl)-7-(tetrahydro-2H-pyran-3-yl)-5,6,7,8-tetrahydroimidazo[1,2-a]pyrazine-2-carboxamide N1C=C(C2=CC=CC=C12)CC(CCCC)C1=C(N=C2N1CCN(C2)C2COCCC2)C(=O)N